O[C@@H](CN[C@@H]1COC2(C1)CCN(CC2)C(=O)OCC2=CC=CC=C2)COC2=CC(=CC=C2)S(=O)(=O)C (S)-benzyl 3-(((S)-2-hydroxy-3-(3-(methylsulfonyl) phenoxy) propyl) amino)-1-oxa-8-azaspiro[4.5]decane-8-carboxylate